ethyl 4-{[3-(4-{[(3R,4S)-3-fluoro-1-methylpiperidin-4-yl]amino}-1-(2,2,2-trifluoroethyl)-1H-indol-2-yl)prop-2-yn-1-yl]amino}-3-methoxybenzoate F[C@@H]1CN(CC[C@@H]1NC1=C2C=C(N(C2=CC=C1)CC(F)(F)F)C#CCNC1=C(C=C(C(=O)OCC)C=C1)OC)C